(cyclopropylaminothiocarbonyl)-2-(2-fluoropyridin-4-yl)-2-(4-(trifluoromethyl)pyridin-2-yl)acetamide C1(CC1)NC(=S)C(C(=O)N)(C1=NC=CC(=C1)C(F)(F)F)C1=CC(=NC=C1)F